N(=[N+]=[N-])CC1=CC=C(C=C1)C1=CC=CC=C1 1-(azidomethyl)-4-phenylbenzene